silver-silver phosphate P(=O)([O-])([O-])O.[Ag+].[Ag+]